C1(=CC=CC2=CC=CC=C12)[C@@H](C)NC(C1=CC=CC=C1)=O (R)-N-(1-(naphthalen-1-yl)ethyl)benzamide